C[C@@H]1CN(C[C@@H](O1)C)C(=O)C=1C2=C(N(N1)CC(=O)N1CCN(CC1)C1=C(C(=C(C=C1)F)F)F)CCC2 2-{3-[(2R,6S)-2,6-Dimethylmorpholin-4-carbonyl]-5,6-dihydrocyclopenta[c]pyrazol-1(4H)-yl}-1-[4-(2,3,4-trifluorophenyl)piperazin-1-yl]ethan-1-on